[Cl-].C(C1=CC=CC=C1)[N+](C)(C)CCCCCCCCCCCC benzyllauryl-dimethyl-ammonium chloride